2-(tert-butyl)-1'-(5-methoxy-1-methylisoquinoline-7-carbonyl)-5H-spiro[benzo[d]thiazole-6,4'-piperidin]-4(7H)-one C(C)(C)(C)C=1SC2=C(N1)C(CC1(CCN(CC1)C(=O)C1=CC(=C3C=CN=C(C3=C1)C)OC)C2)=O